OC=1C=C2C(N(C=NC2=CC1)C1CC2(C1)CCN(CC2)C(=O)OC(C)(C)C)=O tert-butyl 2-(6-hydroxy-4-oxo-quinazolin-3-yl)-7-azaspiro[3.5]nonane-7-carboxylate